NC=1C(=NC=CC1)C#N 3-aminopyridinecarbonitrile